[N-](S(=O)(=O)C(F)(F)F)S(=O)(=O)C(F)(F)F.C(CC)[N+](CCOC)(CCOC)CCOC N-propyl-N,N,N-tri(2-methoxyethyl)ammonium bis(trifluoromethylsulfonyl)imide salt